S(C)(=O)(=O)O.NC=1SC2=C(N1)C(=CC=C2F)C2=C(C=C1C(=NC=NC1=C2F)N2CCN(CC2)C(C=C)=O)Cl 1-{4-[7-(2-amino-7-fluoro-1,3-benzothiazol-4-yl)-6-chloro-8-fluoroquinazolin-4-yl]piperazin-1-yl}prop-2-en-1-one mesylate